methyl-methanaminium hexafluorophosphate F[P-](F)(F)(F)(F)F.CC[NH3+]